2,6-diamino-3-methyl-caproic acid NC(C(=O)O)C(CCCN)C